1-benzyl-3-(methylcarbamoyl)-1H-Pyrazole-5-carboxylic acid methyl ester COC(=O)C1=CC(=NN1CC1=CC=CC=C1)C(NC)=O